FC=1C=C(C=C(C1)F)[C@H]1CCC2=NNC(N21)=O (5R)-5-(3,5-difluorophenyl)-2H,5H,6H,7H-pyrrolo[2,1-c][1,2,4]triazol-3-one